2-((4-(2-(4-chloro-2-fluorophenyl)-4-fluoro-2H-chromen-8-yl)piperidin-1-yl)methyl)-1-(((S)-oxetan-2-yl)methyl)-1H-benzo[d]imidazole-6-carboxylic acid ClC1=CC(=C(C=C1)C1OC2=C(C=CC=C2C(=C1)F)C1CCN(CC1)CC1=NC2=C(N1C[C@H]1OCC1)C=C(C=C2)C(=O)O)F